3-[1-(1-cyclobutyl-4-piperidyl)pyrazol-4-yl]-5-[(1R)-1-(3,5-difluorophenyl)ethoxy]-1H-indazole C1(CCC1)N1CCC(CC1)N1N=CC(=C1)C1=NNC2=CC=C(C=C12)O[C@H](C)C1=CC(=CC(=C1)F)F